[Mg].[Sn].NC1=C(C=CC=C1)C(CC)=O 1-(2-Amino-phenyl)propane-1-one tin magnesium